di-tertbutyl iminodicarboxylate N(C(=O)OC(C)(C)C)C(=O)OC(C)(C)C